7-((5-(4-Methylpiperazin-1-yl)pyridin-2-yl)amino)-4-(1H-pyrrolo[3,2-c]pyridin-3-yl)isoindolin-1-one CN1CCN(CC1)C=1C=CC(=NC1)NC=1C=CC(=C2CNC(C12)=O)C1=CNC2=C1C=NC=C2